ClC[C@@H]1CN(C=2C=C(C3=C(C12)C=CC=C3)O)C(=O)C=3NC1=C(C(=C(C=C1C3)OC)OC)OC (S)-(1-(chloromethyl)-5-hydroxy-1,2-dihydro-3H-benzo-[e]indol-3-yl)(5,6,7-trimethoxy-1H-indol-2-yl)methanone